(4-((4-aminobutyl)amino)-1-oxoisoindolin-2-yl)piperidine-2,6-dione hydrochloride Cl.NCCCCNC1=C2CN(C(C2=CC=C1)=O)N1C(CCCC1=O)=O